C(N)(=O)C1CCN(CC1)C1=CC2=C(CC(O2)(C)C)C=C1NC(=O)C=1C=NN2C1N=CC=C2 N-(6-(4-carbamoylpiperidin-1-yl)-2,2-dimethyl-2,3-dihydrobenzofuran-5-yl)pyrazolo[1,5-a]pyrimidine-3-carboxamide